1,2-di-tert-butyl 3-methyl 4-ethenyl-1,2-diazinane-1,2,3-tricarboxylate C(=C)C1C(N(N(CC1)C(=O)OC(C)(C)C)C(=O)OC(C)(C)C)C(=O)OC